methylphosphonic acid tert-butyl ester C(C)(C)(C)OP(O)(=O)C